FC=1C=C(OC2=CC=C3CCN(CC3=C2)C([C@H]2NCCC2)=O)C=CC1C(F)(F)F (S)-7-(3-fluoro-4-(trifluoromethyl)phenoxy)-2-prolyl-1,2,3,4-tetrahydroisoquinoline